O1C(C(CC2=CC=CC=C12)S(=O)(=O)[O-])C1=CC=CC=C1 flavansulfonate